COC1=CC=C(C=C1)N1C(CC1)=O 1-(4-methoxyphenyl)-2-azetidinone